COC1=CC(=C(C2=C1C(\C(\O2)=C/C=C\C2=CC=CC=C2)=O)C2CCN(CC2)C)OC (E)-4,6-dimethoxy-7-(1-methylpiperidin-4-yl)-2-((Z)-3-phenylallylidene)benzofuran-3(2H)-one